C(CC#C)C1(N=N1)CCN1CC(CC1)CNC(=O)C1=CC2=C(N3C(S2)=NC(=C3)C3=CC=C(C=C3)C)C=C1 N-((1-(2-(3-(but-3-yn-1-yl)-3H-diazirin-3-yl)ethyl)pyrrolidin-3-yl)methyl)-2-(p-tolyl)benzo[d]imidazo[2,1-b]thiazole-7-carboxamide